C[Sn](C1=CC=C(S1)C=1N(C(C2=C(N(C(C21)=O)CCCCCCCC)C=2SC(=CC2)[Sn](C)(C)C)=O)CCCCCCCC)(C)C 3,6-bis(5-(trimethylstannyl)-2-thienyl)-2,5-dioctyl-2,5-dihydro-pyrrolo[3,4-c]pyrrole-1,4-dione